C(C1=CC=CC=C1)N1CC2(CC1)CN(C1=CC=CC=C12)S(=O)(=O)CC1=CC=CC=C1 benzyl-1-phenylmethanesulfonyl-1,2-dihydrospiro[indole-3,3'-pyrrolidine]